C(=O)O.CC1(CC1)NS(=O)(=O)C=1C=CC=2N(C1)C=NC2 N-(1-methylcyclopropyl)imidazo[1,5-a]pyridine-6-sulfonamide formate